5-Amino-8-furan-2-yl-1-methyl-3-(2-pyrazol-1-yl-ethyl)-1,3-dihydro-[1,2,4]triazolo[5,1-i]purin-2-one NC=1N2C(C=3N(C(N(C3N1)CCN1N=CC=C1)=O)C)=NC(=N2)C=2OC=CC2